2-(3-(dibenzylamino)-5-fluorophenyl)propan-2-ol C(C1=CC=CC=C1)N(C=1C=C(C=C(C1)F)C(C)(C)O)CC1=CC=CC=C1